ClC=1C=C(C=C(C1OC1=NNC(C(=C1)C1CCCC1)=O)Cl)N1N=C(C(NC1=O)=O)C(=O)O 2-(3,5-dichloro-4-((5-cyclopentyl-6-oxo-1,6-dihydropyridazin-3-yl)oxy)phenyl)-3,5-dioxo-2,3,4,5-tetrahydro-1,2,4-triazine-6-carboxylic acid